N1CCCC1 R-pyrrolidine